1-(4-methoxyphenyl)-3-methyl-6-((2-methyl-4-(methylsulfonyl)phenyl)amino)-1,3-dihydro-2H-imidazo[4,5-c]pyridin-2-one COC1=CC=C(C=C1)N1C(N(C=2C=NC(=CC21)NC2=C(C=C(C=C2)S(=O)(=O)C)C)C)=O